7-Cyclopropyl-1-(3-methylpyrazin-2-yl)quinazoline-2,4(1H,3H)-dione C1(CC1)C1=CC=C2C(NC(N(C2=C1)C1=NC=CN=C1C)=O)=O